7-((4-bromobenzyl)oxy)-1-cyclopropyl-4-trifluoromethylquinolin-2(1H)-one BrC1=CC=C(COC2=CC=C3C(=CC(N(C3=C2)C2CC2)=O)C(F)(F)F)C=C1